(2R,4S)-4-amino-5-biphenyl-4-yl-2-methylpentanoic acid N[C@@H](C[C@H](C(=O)O)C)CC1=CC=C(C=C1)C1=CC=CC=C1